6,6a,7,8,9,10-hexahydropyrazino[1,2-a]thieno[4,3,2-de]quinoline C1=CC=C2C=3C(CC4N(C13)CCNC4)=CS2